CC12C3C2CC([C@@]1(C)CC\C=C(/C=O)\C)C3 (+)-(2Z)-5-[(3R)-2,3-dimethyltricyclo[2.2.1.0~2,6~]hept-3-yl]-2-methyl-2-pentenal